4-(trifluoromethyl)pyridazin FC(C1=CN=NC=C1)(F)F